6-(4-Amino-1-isopropyl-pyrazolo[3,4-d]pyrimidin-3-yl)-N-thiazol-2-yl-1H-indol-2-carboxamid NC1=C2C(=NC=N1)N(N=C2C2=CC=C1C=C(NC1=C2)C(=O)NC=2SC=CN2)C(C)C